C1(=CC=C(C=C1)C=1NC2=CC=CC=C2C1CC1=C(NC2=CC=CC=C12)C1=CC=C(C=C1)C)C Bis(2-(p-tolyl)-1H-indol-3-yl)methane